(E)-2,4-dibromo-6-(((2-phenyl-1H-benzo[d]imidazol-5-yl)imino)methyl)benzene-1,3-diol BrC1=C(C(=CC(=C1O)Br)/C=N/C1=CC2=C(NC(=N2)C2=CC=CC=C2)C=C1)O